(S)-N-((R)-(3-chloro-4-fluorophenyl)(3-cyano-4-fluorophenyl)methyl)-2-oxo-oxazolidine-5-carboxamide ClC=1C=C(C=CC1F)[C@H](NC(=O)[C@@H]1CNC(O1)=O)C1=CC(=C(C=C1)F)C#N